7-hydroxy-3,4-dihydrobenzofuran OC=1C=CCC2CCOC21